vanadium magnesium oxalate C(C(=O)[O-])(=O)[O-].[Mg+2].[V+5]